C(C)S(=O)(=O)C1=NC=CC=C1C=NO ethylsulfonyl-pyridine-3-carbaldehyde oxime